FC(C=1C=CC=2N(N1)C(=CN2)C2=CC(=NC=N2)N2CC(CCC2)CCC(=O)N)F 3-(1-(6-(6-(Difluoromethyl)imidazo[1,2-b]pyridazin-3-yl)pyrimidin-4-yl)piperidin-3-yl)propanamide